TRIMETHYLPHLOROGLUCINOL CC1=C(C(=C(C(=C1O)C)O)C)O